BrC1=CC=C2C(=NN=C(C2=C1)NC(C)C=1C=C(C=C(C1F)C(F)(F)F)OC(NC(=O)OC(C)(C)C)=O)C (3-(1-((7-bromo-4-methylphthalazin-1-yl)amino)ethyl)-4-fluoro-5-(trifluoromethyl)phenyl)(tert-butoxycarbonyl)carbamate